C(C1=CC=CC=C1)[SiH](O[Si](C)(C)O[SiH](C)C)O[SiH](C)C benzyl-(dimethylsilyloxy)[(dimethylsiloxy)dimethylsiloxy]silane